4-(methylthio)-3,5-xylenol CSC1=C(C=C(C=C1C)O)C